triacontaethylene glycol C(COCCOCCOCCOCCOCCOCCOCCOCCOCCOCCOCCOCCOCCOCCOCCOCCOCCOCCOCCOCCOCCOCCOCCOCCOCCOCCOCCOCCOCCO)O